[C@@H](C)(CC)NC=1C2=C(N=C(N1)NC1=C(C=C(C=C1)S(=O)(=O)N1CCOCC1)OC)NC=C2Cl (R)-N4-(sec-butyl)-5-chloro-N2-(2-methoxy-4-(morpholinosulfonyl)phenyl)-7H-pyrrolo[2,3-d]pyrimidine-2,4-diamine